C(C1=CC=C(C(=O)O)C=C1)(=O)O.CC1CCC(CC1)C 1,4-dimethylcyclohexane terephthalate